[4-[tert-butyl-(dimethyl)silyl]oxy-1-piperidinyl]ethanol C(C)(C)(C)[Si](OC1CCN(CC1)C(C)O)(C)C